3-(3-(4-chloro-3-trifluoromethylphenyl)ureido)-N,N-bis(2-hydroxyethyl)-2,3,4,9-tetrahydro-1H-carbazole-7-carboxamide ClC1=C(C=C(C=C1)NC(NC1CCC=2NC3=CC(=CC=C3C2C1)C(=O)N(CCO)CCO)=O)C(F)(F)F